C1(CC1)C=NSC(C)(C)C N-(cyclopropylmethylene)-2-methylpropane-2-sulfenamide